ClC1=C(C(=CC=C1Cl)F)C1(CN(C1)C(=O)OC(C)(C)C)NC1=CC=C2C=CN(C(C2=C1)=O)C tert-butyl 3-(2,3-dichloro-6-fluorophenyl)-3-((2-methyl-1-oxo-1,2-dihydroisoquinolin-7-yl)amino)azetidine-1-carboxylate